[N-](S(=O)(=O)C(F)(F)C(F)(F)F)S(=O)(=O)C(F)(F)C(F)(F)F.[Li+] Lithium bis(pentafluoroethanesulfonyl)imide